C(C)(C)C1=NOC(=N1)N1CCC(CC1)N(C=1SC2=NC(=CC=C2N1)C1=CC=C(C=C1)S(=O)(=O)C)C N-(1-(3-isopropyl-1,2,4-oxadiazol-5-yl)piperidin-4-yl)-N-methyl-5-(4-(methylsulfonyl)phenyl)thiazolo[5,4-b]pyridin-2-amine